(2s,4s)-2-(2-(4-(tert-butyl)oxazol-2-yl)-7-azaspiro[3.5]nonane-7-carbonyl)-7-oxa-5-azaspiro[3.4]octan-6-one C(C)(C)(C)C=1N=C(OC1)C1CC2(C1)CCN(CC2)C(=O)C2CC1(C2)NC(OC1)=O